C(\C=C\C=CCCCCC)=O trans-decdienal